C(CCC)P(C1=CSC=C1P(CCCC)CCCC)CCCC 3,4-bis(di-n-butylphosphino)-thiophene